ClC1=CC=C2CC3(CCN(CC3)C3=CN=C4C(=N3)NN=C4C4(CC4)C4=CC=CC=C4)[C@@H](C2=C1)N (S)-6-chloro-1'-(3-(1-phenylcyclopropyl)-1H-pyrazolo[3,4-b]pyrazin-6-yl)-1,3-dihydrospiro[indene-2,4'-piperidin]-1-amine